6-cyclopropyl-2-(2-pyrimidin-2-ylpyrimidin-5-yl)-3,4-dihydro-1H-isoquinoline C1(CC1)C=1C=C2CCN(CC2=CC1)C=1C=NC(=NC1)C1=NC=CC=N1